[Cl-].C(C1=CC=CC=C1)C(CCCCCCCCCCCCC)N(C)C benzyldimethyl-tetradecylamine chloride